(4s,5r)-3-(2'-amino-2-morpholino-4'-(trifluoromethyl)-[4,5'-bipyrimidin]-6-yl)-4-(hydroxymethyl)-5-methyl-oxazolidin-2-one NC1=NC=C(C(=N1)C(F)(F)F)C1=NC(=NC(=C1)N1C(O[C@@H]([C@@H]1CO)C)=O)N1CCOCC1